C(C)(C)(CC)O tertiary pentyl alcohol